4-(2,8-diphenylimidazo[1,2-a]pyridin-6-yl)benzonitrile C1(=CC=CC=C1)C=1N=C2N(C=C(C=C2C2=CC=CC=C2)C2=CC=C(C#N)C=C2)C1